BrC=1C2=C(C=3C(=NC(=NC3C1)Cl)N1C[C@H]3CC[C@@H](C1)N3C(=O)OC(C)(C)C)C=C(O2)C tert-butyl (1R,5S)-3-(6-bromo-3-chloro-8-methylfuro[3,2-f]quinazolin-1-yl)-3,8-diazabicyclo[3.2.1]octane-8-carboxylate